C(C)[C@H]1[C@H](C[C@@H](N(C1)C=1C2=C(N(C(N1)=O)C)C=CC(=N2)C#N)C)OC2=NC=C(C=C2)OC(C)C 4-((2S,4S,5R)-5-ethyl-4-((5-isopropoxypyridin-2-yl)oxy)-2-methylpiperidin-1-yl)-1-methyl-2-oxo-1,2-dihydropyrido[3,2-d]pyrimidine-6-carbonitrile